4-(2-Amino-2-methylpropanoyl)-N-(1-(4-(2-(2-amino-7-azaspiro[3.5]nonan-7-yl)ethyl)phenyl)-2-oxo-1,2-dihydropyrimidin-4-yl)piperazine-1-carboxamide Hydrochloride Salt Cl.NC(C(=O)N1CCN(CC1)C(=O)NC1=NC(N(C=C1)C1=CC=C(C=C1)CCN1CCC2(CC(C2)N)CC1)=O)(C)C